NCCCC(C(=O)N1CCC(CC1)(O)CN1C=NC2=CC(=CC=C2C1=O)NC(CCN1CCN(CC1)C)=O)CC1=CC=CC=C1 N-(3-((1-(5-amino-2-benzylpentanoyl)-4-hydroxypiperidin-4-yl)methyl)-4-oxo-3,4-dihydro-quinazolin-7-yl)-3-(4-methylpiperazin-1-yl)propionamide